2,4,6-tris(2-hydroxy-4-propoxyphenyl)-1,3,5-triazine OC1=C(C=CC(=C1)OCCC)C1=NC(=NC(=N1)C1=C(C=C(C=C1)OCCC)O)C1=C(C=C(C=C1)OCCC)O